5-(3-(trifluoromethoxy)phenyl)-N-(3-(2-(4-methylpiperazin-1-yl)propyl)-1,2,4-thiadiazole-5-yl)thiophene-3-carboxamide FC(OC=1C=C(C=CC1)C1=CC(=CS1)C(=O)NC1=NC(=NS1)CC(C)N1CCN(CC1)C)(F)F